CC1=C(C=CC(=C1)C)S(=O)(=O)C=1N=NN2C1NC(C1=CC=C(C=C21)N2CC1C(CC2)N(CC1)C)=O 3-(2,4-dimethylbenzenesulfonyl)-8-{1-methyl-octahydro-1H-pyrrolo[3,2-c]pyridin-5-yl}-4H,5H-[1,2,3]triazolo[1,5-a]quinazolin-5-one